(R)-2-(5-(1,3-dioxolan-2-yl)-2-methyl-6-((1-(3-(pentafluoro-λ6-sulfanyl)phenyl)ethyl)amino)pyrimidin-4-yl)-N-morpholinoacetamide O1C(OCC1)C=1C(=NC(=NC1N[C@H](C)C1=CC(=CC=C1)S(F)(F)(F)(F)F)C)CC(=O)NN1CCOCC1